C(#N)COC(=O)N1CCNCC1 cyanomethylpiperazine-1-carboxylate